NN1N=C(N=N1)CC(=O)O amino-2H-tetrazole-5-acetic acid